(2S,3R,4R)-1-acetyl-2,3-dimethyl-4-((4-methylpyrimidin-2-yl)amino)-N-(tetrahydro-2H-pyran-4-yl)-1,2,3,4-tetrahydroquinoline-6-carboxamide C(C)(=O)N1[C@H]([C@@H]([C@H](C2=CC(=CC=C12)C(=O)NC1CCOCC1)NC1=NC=CC(=N1)C)C)C